S1C=NC2=C1C=C(C=C2)\C=C/2\C(NC(=N2)NCCN2CCOCC2)=O (Z)-5-(benzo[d]thiazol-6-ylmethylene)-2-((2-morpholinoethyl)amino)-3,5-dihydro-4H-imidazol-4-one